2-hydroxy-N-(4-nitrophenylethyl)acetamide OCC(=O)NCCC1=CC=C(C=C1)[N+](=O)[O-]